5-(4-(imidazo[1,2-a]pyridin-3-ylmethoxy)phenyl)-2-oxo-6-(trifluoromethyl)-1,2-dihydropyridine-3-carboxamide N=1C=C(N2C1C=CC=C2)COC2=CC=C(C=C2)C=2C=C(C(NC2C(F)(F)F)=O)C(=O)N